O=C1NC(CCC1N1C(C2=CC=C(C=C2C1)CNC(CNC(OC(C)(C)C)=O)=O)=O)=O tert-butyl (2-(((2-(2,6-dioxopiperidin-3-yl)-1-oxoisoindolin-5-yl)methyl)amino)-2-oxoethyl)carbamate